C(C=C)N1CC2=NC(=CC=C2C1=O)NC1=NC=C(C(=C1)N[C@H](CO)C1=CC=CC=C1)C=1OC=NN1 (S)-6-allyl-2-((4-((2-hydroxy-1-phenylethyl)amino)-5-(1,3,4-oxadiazol-2-yl)pyridin-2-yl)amino)-6,7-dihydro-5H-pyrrolo[3,4-b]pyridin-5-one